(Chloromethyl)oxirane ClCC1OC1